2-[(2E)-2-(aminomethyl)-3-fluoroprop-2-en-1-yl]-4-({5-[6-(dimethylamino)pyridin-3-yl]thiophen-2-yl}methyl)-2,4-dihydro-3H-1,2,4-triazol-3-one hydrochloride Cl.NC/C(/CN1N=CN(C1=O)CC=1SC(=CC1)C=1C=NC(=CC1)N(C)C)=C\F